C(C)(C)(C)OC(=O)NCCN(CC(=O)OCC)C=1C=NN2C1C=CC(=C2)C=2C=NN(C2)C ethyl N-(2-((tert-butoxy carbonyl)amino)ethyl)-N-(6-(1-methyl-1H-pyrazol-4-yl)pyrazolo[1,5-a]pyridin-3-yl)glycinate